N-chloromethylene-N,N-dimethylammonium chloride [Cl-].ClC=[N+](C)C